4-vinyl-2'-ethylbiphenyl C(=C)C1=CC=C(C=C1)C1=C(C=CC=C1)CC